ClC=1C(=NC(=NC1)NC=1C=C(C=NC1)N1C(CCC1)=O)N1C[C@@H](CCC1)C1=CC=CC=C1 (S)-1-(5-((5-chloro-4-(3-phenylpiperidin-1-yl)pyrimidin-2-yl)amino)pyridin-3-yl)pyrrolidin-2-one